3-(4-(4-(4-(trifluoromethyl)phenyl)piperidine-1-carbonyl)phenyl)oxetan-3-yl acetate C(C)(=O)OC1(COC1)C1=CC=C(C=C1)C(=O)N1CCC(CC1)C1=CC=C(C=C1)C(F)(F)F